tert-butyl (3R)-3-[4-amino-3-(2-fluoro-4-phenoxyphenyl)-1H-pyrazolo[3,4-d]pyrimidin-1-yl]piperidine-1-carboxylate NC1=C2C(=NC=N1)N(N=C2C2=C(C=C(C=C2)OC2=CC=CC=C2)F)[C@H]2CN(CCC2)C(=O)OC(C)(C)C